r-(3-fluorophenethyl)spiro[benzo[d][1,3]oxazine-4,4'-piperidin]-2(1H)-one FC=1C=C(CCN2CCC3(CC2)C2=C(NC(O3)=O)C=CC=C2)C=CC1